(trifluoromethyl)-1,6-dihydropyridazin FC(F)(F)N1N=CC=CC1